2-((1-(2-((4-chlorobenzyl)amino)-3,6-dimethyl-4-oxo-3,4-dihydroquinazolin-8-yl)ethyl)amino)benzoic acid ClC1=CC=C(CNC2=NC3=C(C=C(C=C3C(N2C)=O)C)C(C)NC2=C(C(=O)O)C=CC=C2)C=C1